7-isopropyl-4-(methylamino)-1-(3-(2-phenoxyethyl)phenyl)-quinazolin-2(1H)-one C(C)(C)C1=CC=C2C(=NC(N(C2=C1)C1=CC(=CC=C1)CCOC1=CC=CC=C1)=O)NC